C(CCC=CCC=CCC=CCC=CCC=CCC)=O 4,7,10,13,16-nonadecapentaenal